N-(2-(2,6-dioxopiperidin-3-yl)-1,3-dioxoisoindoline-4-yl)propionamide O=C1NC(CCC1N1C(C2=CC=CC(=C2C1=O)NC(CC)=O)=O)=O